COC=1C=C(C=C(C1)OC)NC1CNCC1 N-(3,5-Dimethoxyphenyl)pyrrolidin-3-amine